N,N-Dimethyl-5-(3-phenylpyrrolidin-1-yl)pyrazolo[1,5-a]pyrimidin-3-amine CN(C=1C=NN2C1N=C(C=C2)N2CC(CC2)C2=CC=CC=C2)C